2-(2-thienyl)-2-(4,4-bis(4-methoxyphenyl)-1,3-butadienyl)-1,3-dithiane S1C(=CC=C1)C1(SCCCS1)C=CC=C(C1=CC=C(C=C1)OC)C1=CC=C(C=C1)OC